tert-butyl 4-((4-((1-(3-chlorophenyl)-2-methoxy-2-oxoethyl)amino)-7-methoxyquinazolin-6-yl)oxy)piperidine-1-carboxylate ClC=1C=C(C=CC1)C(C(=O)OC)NC1=NC=NC2=CC(=C(C=C12)OC1CCN(CC1)C(=O)OC(C)(C)C)OC